bis(2-stearamidoethyl)-sebacamide C(CCCCCCCCCCCCCCCCC)(=O)NCCC(C(=O)N)(CCCCCCCC(=O)N)CCNC(CCCCCCCCCCCCCCCCC)=O